(2-Chloro-4-phenoxyphenyl)(4-(piperidin-4-ylamino)-1H-pyrrolo[2,3-b]pyridin-3-yl)methanone ClC1=C(C=CC(=C1)OC1=CC=CC=C1)C(=O)C1=CNC2=NC=CC(=C21)NC2CCNCC2